silicon format C(=O)[O-].[Si+4].C(=O)[O-].C(=O)[O-].C(=O)[O-]